ClC=1C=CC2=C(N(C(CN(S2(=O)=O)[C@H](C(=O)NN)C(C)C2=C(C(=CC=C2F)C)C)=O)C)C1 (2S)-2-(7-chloro-5-methyl-1,1-dioxido-4-oxo-4,5-dihydrobenzo[f][1,2,5]thiadiazepin-2(3H)-yl)-3-(6-fluoro-2,3-dimethylphenyl)butanehydrazide